C(C)OC(C(C=CC(C)(C)C)NCC1=CC(=NC=C1)OC1=CC=CC=C1)=O ethyl-5,5-dimethyl-2-(2-phenoxyisonicotinylamino)-3-hexenoate